NC=1N=CN(C1C(=O)N1CCC2=CC(=CC=C12)S(=O)(=O)N1CCN(CC1)C1=NC(=CC(=N1)C#N)C)C 2-(4-((1-(4-amino-1-methyl-1H-imidazole-5-carbonyl)indolin-5-yl)sulfonyl)piperazin-1-yl)-6-methylpyrimidine-4-carbonitrile